N-(5-Chloroindan-1-yl)-4-(methylsulfonylamino)benzamide ClC=1C=C2CCC(C2=CC1)NC(C1=CC=C(C=C1)NS(=O)(=O)C)=O